ornithine (orthoformate) C(O)(O)O.N[C@@H](CCCN)C(=O)O